C(C1=CC=CC=C1)(C1=CC=CC=C1)C1C=CC(C=C1)C(C1=CC=CC=C1)C1=CC=CC=C1 1-benzhydryl-4-benzhydryl-2,5-cyclohexadiene